NC1=CC(=C(OC=2C=NC(=C(C(=O)NC)C2)OC)C(=C1)Cl)Cl 5-(4-amino-2,6-dichlorophenoxy)-2-methoxy-N-methylnicotinamide